6-(4-((2R,5S)-1-acetyl-4-acryloyl-5-methylpiperazin-2-yl)-6-chloropyridin-2-yl)-N-methylpyrimidine-4-carboxamide C(C)(=O)N1[C@@H](CN([C@H](C1)C)C(C=C)=O)C1=CC(=NC(=C1)Cl)C1=CC(=NC=N1)C(=O)NC